OB1O[C@@H](CC2=C1C=C(C=C2)C2=CC=C1C(=CN=NC1=C2)N)C |r| racemic-7-(1-hydroxy-3-methyl-3,4-dihydro-2,1-benzoxaborinin-7-yl)cinnolin-4-amine